NC1=C2N=CN(C2=NC=N1)C[C@@H](C)OCP(OCCSCCCCCCCCCCCCCC1=CC(=CC=C1)F)(O)=O 2-((13-(3-fluorophenyl)tridecyl)thio)ethyl hydrogen ((((R)-1-(6-amino-9H-purin-9-yl)propan-2-yl)oxy)methyl)phosphonate